ClC=1C=NN(C(C1Cl)=O)CC(=O)NC=1C=CC(=C(C1)S(=O)(=O)N1CC(CCC1)C(=O)O)C 1-((5-(2-(4,5-dichloro-6-oxopyridazin-1(6H)-yl)acetamido)-2-methylphenyl)sulfonyl)piperidine-3-carboxylic acid